ClC=1C=2N(C=C(C1)S(=O)(=O)N(COCC[Si](C)(C)C)C1(COC1)C)C(=NC2)C=2SC(=NN2)C(F)(F)F 8-chloro-N-(3-methyloxetane-3-yl)-3-(5-(trifluoromethyl)-1,3,4-thiadiazol-2-yl)-N-((2-(trimethylsilyl)ethoxy)methyl)imidazo[1,5-a]pyridine-6-sulfonamide